(3S,6R)-6-((benzyloxy)methyl)tetrahydro-2H-pyran-3-ol C(C1=CC=CC=C1)OC[C@H]1CC[C@@H](CO1)O